1-(2-chlorophenyl)-4-(((1-methyl-1H-pyrazol-5-yl)methyl)amino)-7-(trifluoro-methyl)pyrido[2,3-d]pyrimidin-2(1H)-one ClC1=C(C=CC=C1)N1C(N=C(C2=C1N=C(C=C2)C(F)(F)F)NCC2=CC=NN2C)=O